N1N=CC=C1 di-azole